C1(=CC=CC=C1)C(C(=O)O)=O.C1(=CC=CC=C1)OCC(=O)O phenyloxyacetic acid (phenylglyoxylate)